ClC=1C=C(N(C1)C)C(=O)NC(C(=O)O)\C=C\C(C)(C)C (E)-2-(4-chloro-1-methyl-2-pyrrolylcarbonylamino)-5,5-dimethyl-3-hexenoic acid